cyclopropa[e]phenanthrene-4,7,9-triol C1=CC=C(C23C4(C=C(C=C(C4=CC=C12)O)O)C3)O